[2-(2-amino-ethoxy)-ethoxy]-acetic acid NCCOCCOCC(=O)O